C(C)(C)(C)OC(=O)NC1(CCCCC1)C(=O)O ((tert-Butoxycarbonyl)amino)cyclohexane-1-carboxylic acid